Cl.FC1=CC(=CC2=C1N=C(S2)C2(CCNCC2)C)C=2C=C(C=1N(N2)C=C(N1)C)C 6-[4-fluoro-2-(4-methylpiperidin-4-yl)-1,3-benzothiazol-6-yl]-2,8-dimethylimidazo[1,2-b]pyridazine hydrochloride